OC[C@@H](COC)NC(=O)C=1C(N(N=C(C1)C1=CC=C(C=C1)C(F)(F)F)C=1C=NC=CC1)=O N-[(2S)-1-hydroxy-3-methoxypropan-2-yl]-3-oxo-2-(pyridin-3-yl)-6-[4-(trifluoromethyl)phenyl]-2,3-dihydropyridazine-4-carboxamide